NC1=NC=C(C=C1)[N+](=O)[O-] 2-amino-5-nitropyridine